COC=1C=C2C(=CC=NC2=CC1OC)N1CCC2(CCN(C2)[SH2](=O)C=N)CC1 (R)-[8-(6,7-dimethoxyquinolin-4-yl)-2,8-diazaspiro[4.5]decan-2-yl](imino)methyl-λ6-sulfanone